5-cyanothiophene C(#N)C1=CC=CS1